C(C)(C)(C)OC(=O)NCC=1C=CC(=C(C(=O)NC(C)C=2C=C(C=C(C2)C=2C=NN(C2)C)C2=CC(=CC(=C2)Cl)C(=O)OC)C1)C Methyl 3'-(1-(5-(((tert-butoxycarbonyl)amino)methyl)-2-methylbenzamido)ethyl)-5-chloro-5'-(1-methyl-1H-pyrazol-4-yl)-[1,1'-biphenyl]-3-carboxylate